N-(quinolin-8-yl)furan-2-carboxamide 3-((3-(2,6-dioxopiperidin-3-yl)-2-methyl-4-oxo-3,4-dihydroquinazolin-5-yl)amino)propyl-methanesulfonate O=C1NC(CCC1N1C(=NC2=CC=CC(=C2C1=O)NCCCCS(=O)(=O)O)C)=O.N1=CC=CC2=CC=CC(=C12)NC(=O)C=1OC=CC1